tert-butyl 3-(dimethylamino)-3-(trifluoromethyl)azetidine-1-carboxylate CN(C1(CN(C1)C(=O)OC(C)(C)C)C(F)(F)F)C